5-fluoro-N-isopropyl-N-methyl-2-(7-(4-oxocyclohexyl)-5H-pyrrolo[3,2-d]pyrimidin-5-yl)benzamide FC=1C=CC(=C(C(=O)N(C)C(C)C)C1)N1C=C(C=2N=CN=CC21)C2CCC(CC2)=O